C(C)(=O)N1C(C(C2=CC=C(C=C12)C(=O)OC)C(C)=O)=O methyl 1,3-diacetyl-2-oxoindoline-6-carboxylate